C(C)[C@H]1COCCN1C1=CC(=NC(=N1)C1=CC=C2C(=N1)C=C(N2)CNC)CS(=O)(=O)N(C)C (S)-1-(6-(3-ethylmorpholino)-2-(2-((methylamino)methyl)-1H-pyrrolo[3,2-b]pyridin-5-yl)pyrimidin-4-yl)-N,N-dimethylmethanesulfonamide